N1=CC=C(C=C1)CC(=S)O 4-Pyridinylthioacetic acid